CC1C2N(C(CC1)C2)C(=O)NC2=CC(=C(C=C2)C)C2=NC=CC=C2 trans-2-methyl-N-(4-methyl-3-(pyridin-2-yl)phenyl)-6-azabicyclo[3.1.1]heptane-6-carboxamide